C(CCC)C1(CS(C2=C(N(C1)C1=CC=C(C=C1)F)C=C(C(=C2)OCC(C(=O)O)OC)SC)(=O)=O)CCCC 3-((3,3-dibutyl-5-(4-fluorophenyl)-7-(methylthio)-1,1-dioxido-2,3,4,5-tetrahydro-1,5-benzothiazepin-8-yl)oxy)-2-methoxypropanoic acid